benzyl 4-[(4-methylcyclohexyl)carbamoyl]piperidine-1-carboxylate CC1CCC(CC1)NC(=O)C1CCN(CC1)C(=O)OCC1=CC=CC=C1